Cl.NCCCC(N)(C(=O)O)C(F)F DL-alpha-difluoromethylornithine HCl